1-(4-fluorophenyl)-N-(4-methyl-3-((4-(pyridin-3-yl)pyrimidin-2-yl)amino)phenyl)-5-(methylsulfinyl)-1H-pyrazole-3-carboxamide FC1=CC=C(C=C1)N1N=C(C=C1S(=O)C)C(=O)NC1=CC(=C(C=C1)C)NC1=NC=CC(=N1)C=1C=NC=CC1